COC(=O)C1=CC=C2C(=N1)C=NN2C2COC2 1-(oxetan-3-yl)-1H-pyrazolo[4,3-b]Pyridine-5-carboxylic acid methyl ester